2-(4-((6,7-dimethylquinolin-4-yl)oxy)-2-fluorophenyl)-N-(4-((4-methylpiperazin-1-yl)methyl)-3-(trifluoromethyl)phenyl)-2-oxoacetamide CC=1C=C2C(=CC=NC2=CC1C)OC1=CC(=C(C=C1)C(C(=O)NC1=CC(=C(C=C1)CN1CCN(CC1)C)C(F)(F)F)=O)F